NC12CC(C1)(C2)N2C(N1[C@@H]([C@H](N(CC1)C(=O)OC(C)(C)C)C(=O)OC)C2)=O (tert-butyl) 8-methyl (8S,8aR)-2-(3-aminobicyclo[1.1.1]pentan-1-yl)-3-oxohexahydroimidazo[1,5-a]pyrazine-7,8(1H)-dicarboxylate